CN(C1=CC=C(CCNC(=O)C=2C=C(C(=O)OCC)C=CC2C(=O)N2CCC(CC2)OC2=NC=C(C=C2)C2=CC=C(C=C2)N(C)C)C=C1)C ethyl 3-((4-(dimethylamino)phenethyl)carbamoyl)-4-(4-((5-(4-(dimethylamino)phenyl)pyridin-2-yl)oxy)piperidine-1-carbonyl)benzoate